ClC1=CC2=C(N=N1)C(NC(N2CC2=CC=C(C=C2)Cl)=O)=O 3-chloro-5-[(4-chlorophenyl)methyl]pyrimido[5,4-c]pyridazine-6,8-dione